cholesterol oxalate C(C(=O)O)(=O)O.CC(C)CCC[C@@H](C)[C@H]1CC[C@H]2[C@@H]3CC=C4C[C@@H](O)CC[C@]4(C)[C@H]3CC[C@]12C